N1(CCC1)C[C@H](C(=O)NC1(CC1)C1=C(C=CC=C1)F)C (R)-3-(azetidin-1-yl)-N-(1-(2-fluorophenyl)cyclopropyl)-2-methylpropanamide